C1(=CC=CC=C1)C(SCC(=O)O)(C1=CC=CC=C1)C1=CC=CC=C1 2-(triphenylmethylthio)acetic acid